ClC1=NC=C(C=N1)CC1=CSC=C1 2-chloro-5-(thiophen-3-ylmethyl)pyrimidine